3-[2-chloro-5-(3,5-dimethyl-2,6-dioxo-4-thioxo-1,3,5-triazin-1-yl)-4-fluoro-phenyl]-5-methyl-N-methylsulfonyl-4H-isoxazole-5-carboxamide ClC1=C(C=C(C(=C1)F)N1C(N(C(N(C1=O)C)=S)C)=O)C1=NOC(C1)(C(=O)NS(=O)(=O)C)C